[Br-].C1(=CC=C(C=C1)OP(CCC(C)C)OC1=CC=C(C=C1)C)C di-p-tolyloxyisopentylphosphine bromide